(2S,4R)-2-formylamino-4-(((4-(methoxycarbonyl)phenyl)methyl)sulfonylamino)pyrrolidine-1-carboxylic acid tert-butyl ester C(C)(C)(C)OC(=O)N1[C@@H](C[C@H](C1)NS(=O)(=O)CC1=CC=C(C=C1)C(=O)OC)NC=O